Cl.C(#N)[C@@H](C)NC1=CC(=NC=C1C(=O)NC[C@H](C(C)(C)O)F)C1=CC=C2N1N=CC(=C2)C#N 4-(((R)-1-cyanoethyl)amino)-6-(3-cyanopyrrolo[1,2-b]pyridazin-7-yl)-N-((R)-2-fluoro-3-hydroxy-3-methylbutyl)nicotinamide mono-hydrochloride salt